FC1=C(C=CC=C1CN1C(OC2=C(C1)C=C(C(=C2)O)I)=O)NC(OC(C)(C)C)=O tert-butyl N-{2-fluoro-3-[(7-hydroxy-6-iodo-2-oxo-3,4-dihydro-2H-1,3-benzoxazin-3-yl)methyl]phenyl}carbamate